2-(2-chlorophenylsulfonyl)-3-methyl-2H-benzo[g]indazole-4,5-dione ClC1=C(C=CC=C1)S(=O)(=O)N1N=C2C3=C(C(C(C2=C1C)=O)=O)C=CC=C3